2-(4-(3-(1,1-dioxido-4-oxo-1,2,5-thiadiazolidin-2-yl)-2-fluoro-4-hydroxyphenyl)-1H-imidazol-1-yl)benzonitrile O=S1(N(CC(N1)=O)C=1C(=C(C=CC1O)C=1N=CN(C1)C1=C(C#N)C=CC=C1)F)=O